ClC1=CN=C(N1)C1=CC=CC=C1 5-chloro-2-phenyl-1H-imidazole